C1(CC2C(CC1)O2)CC[Si](OCC)(OCC)OCC β-(3,4-Epoxycyclohexyl)ethyltri-ethoxysilane